3-(4-(cyclopent-1-en-1-yl)-3,5-dimethoxystyryl)thiophene C1(=CCCC1)C1=C(C=C(C=CC2=CSC=C2)C=C1OC)OC